S1C=C(C2=C1C=CC=C2)C=2C(NC1=CC=CC=C1C2)=O benzothien-3-yl-quinolinone